FC=1C=C(C=CC1B1OC(C(O1)(C)C)(C)C)C(C)(C)O 2-(3-fluoro-4-(4,4,5,5-tetramethyl-1,3,2-dioxa-borolan-2-yl)phenyl)propan-2-ol